CS(=O)(=O)N1CCN(CC1)C1=NC(=NC(=N1)N1CCN(CC1)S(=O)(=O)C)C1=CC2=C(N=CO2)C=C1 6-(4,6-bis(4-(methylsulfonyl)piperazin-1-yl)-1,3,5-triazin-2-yl)benzo[d]oxazole